2-(N,N-dimethyl-2-aminophenyl)-7-(4-(1-methyl-4-(trifluoromethyl)-1H-imidazol-2-yl)benzyl)-5H-pyrrolo[3,2-d]pyrimidine CN(C1=C(C=CC=C1)C=1N=CC2=C(N1)C(=CN2)CC2=CC=C(C=C2)C=2N(C=C(N2)C(F)(F)F)C)C